C(#N)C1=CC(=C(COC2=CC=CC(=N2)C2CCN(CC2)CC2=NC3=C(N2C)C=C(C=C3OC(F)F)C(=O)O)C=C1F)F 2-((4-(6-((4-Cyano-2,5-difluorobenzyl)oxy)pyridin-2-yl)piperidin-1-yl)methyl)-4-(difluoromethoxy)-1-methyl-1H-benzo[d]imidazole-6-carboxylic acid